1-(cyclobutylmethyl)-3-(5-methoxy-pyrazin-2-yl)-8-methylamino-8-phenyl-1,3-diazaspiro[4.5]decan-2-one C1(CCC1)CN1C(N(CC12CCC(CC2)(C2=CC=CC=C2)NC)C2=NC=C(N=C2)OC)=O